C(C1=CC=CC=C1)SC(CC1(CC1)C(=O)N)=O [2-(benzylsulfanyl)-2-oxoethyl]cyclopropanecarboxamide